C12C(CC(C=C1)C2)C2CC1OC1CC2 3-(Bicyclo[2.2.1]hept-5-en-2-yl)-7-oxabicyclo[4.1.0]heptane